(thiazol-4-ylmethyl)nicotinamide S1C=NC(=C1)CC1=C(C(=O)N)C=CC=N1